BrCC(=O)N1CCC(CC1)NC1=NC=C(C(=N1)C=1C=C(C=CC1)N1C(OCC1)=O)F 3-[3-[2-[[1-(2-bromoacetyl)-4-piperidyl]amino]-5-fluoro-pyrimidin-4-yl]phenyl]oxazolidin-2-one